methyl 2-bromo-5-ethylthiazole-4-carboxylate BrC=1SC(=C(N1)C(=O)OC)CC